N-[(4-fluoro-3-methoxyphenyl)methyl]-6-methyl-4-[(1-methylcyclopropyl)amino]furo[2,3-d]pyrimidine-5-carboxamide FC1=C(C=C(C=C1)CNC(=O)C1=C(OC=2N=CN=C(C21)NC2(CC2)C)C)OC